methyl 2-(3-{2-[(3R)-3-[5-cyclopropyl-3-(2-hydroxyphenyl) pyrrolo[3,2-c]pyridazin-6-yl] pyrrolidin-1-yl] pyridin-4-yl}-1,2-oxazol-5-yl)-3-methylbutanoate C1(CC1)N1C(=CC=2N=NC(=CC21)C2=C(C=CC=C2)O)[C@H]2CN(CC2)C2=NC=CC(=C2)C2=NOC(=C2)C(C(=O)OC)C(C)C